1-(4-Bromo-3,5-Dimethoxyphenyl)Ethan-1-One BrC1=C(C=C(C=C1OC)C(C)=O)OC